butyl cyclobutyl(1-(2-(3-(3,3-difluoro-1-(4-methyl-4H-1,2,4-triazol-3-yl)cyclobutyl)phenyl)-3-oxo-7-(trifluoromethyl)isoindolin-5-yl)ethyl)carbamate C1(CCC1)N(C(OCCCC)=O)C(C)C=1C=C2C(N(CC2=C(C1)C(F)(F)F)C1=CC(=CC=C1)C1(CC(C1)(F)F)C1=NN=CN1C)=O